ClCC(=O)NCC(O)C1=CC=C(C=C1)F 2-chloro-N-(2-(4-fluorophenyl)-2-hydroxyethyl)acetamide